[Cl-].C(CCC)[N+]1(C(=CC=C1)C)CC 1-butyl-1-ethyl-2-methyl-pyrrolium chloride